NC=1C=CC(=NC1)NC[C@@H](CO)O (S)-3-((5-aminopyridin-2-yl)amino)propane-1,2-diol